C(C)C1=C(NC2=CC=C(C=C12)OC1CCN(CC1)C)C1=CC(=NC=C1)C 3-Ethyl-5-((1-methylpiperidin-4-yl)oxy)-2-(2-methylpyridin-4-yl)-1H-indol